tertButyl N-(2-((tert-butyldimethylsilyl)oxy)ethyl)carbamate [Si](C)(C)(C(C)(C)C)OCCNC(OC(C)(C)C)=O